FC1=C(C=CC=C1C)C(=O)N1CCC2(C(N3[C@H](O2)CC[C@H]3C3=CC=CC=C3)=O)CC1 (5'S,7a'R)-1-(2-fluoro-3-methylbenzene-1-carbonyl)-5'-phenyl-tetrahydro-3'H-spiro[piperidine-4,2'-pyrrolo[2,1-b][1,3]-oxazol]-3'-one